phenyliodide diacetate C(C)(=O)O.C(C)(=O)O.C1(=CC=CC=C1)I